C(C)(=O)N1C(CCC1)CC(=O)N1C(CC(C1)F)C(=O)NC(C1=CC=C(C=C1)C(C)C)C1=CC=CC=C1 1-[2-(1-acetylpyrrolidin-2-yl)acetyl]-4-fluoro-N-{phenyl[4-(propan-2-yl)phenyl]methyl}pyrrolidine-2-carboxamide